COC=1C2=C(N=CN1)C=CN2C=2C=C1C(=NC2)N=C(N1CC1=CC(=CC=C1)[N+](=O)[O-])C 6-(4-methoxy-5H-pyrrolo[3,2-d]pyrimidin-5-yl)-2-methyl-1-(3-nitrobenzyl)-1H-imidazo[4,5-b]pyridine